N-(4-(5-(6-(3-cyanopyrrolo[1,2-b]pyridazin-7-yl)-4-(oxetan-3-ylamino)pyridin-3-yl)-1,3,4-thiadiazol-2-yl)bicyclo[2.2.2]octan-1-yl)acetamide C(#N)C1=CC=2N(N=C1)C(=CC2)C2=CC(=C(C=N2)C2=NN=C(S2)C21CCC(CC2)(CC1)NC(C)=O)NC1COC1